NC1=NC=CC(=C1Cl)SC1=CN=C(C(=N1)CO)N1CCC2(CC1)[C@@H](C=1C(=NC=CC1)C2)N (S)-(6-((2-amino-3-chloropyridin-4-yl)thio)-3-(5-amino-5,7-dihydrospiro-[cyclopenta[b]pyridine-6,4'-piperidin]-1'-yl)pyrazin-2-yl)methanol